C(C)(C)(C)OC(=O)N1CCN(CC1)C=1C=CC(=C2C=CN(C12)C(=O)OC(C)(C)C)N1C(NC(CC1)=O)=O tert-butyl 7-(4-(tert-butoxycarbonyl) piperazin-1-yl)-4-(2,4-dioxotetrahydropyrimidin-1(2H)-yl)-1H-indole-1-carboxylate